tert-butyl ((2S)-4-(cyclopropylamino)-3-hydroxy-4-oxo-1-((S)-2-oxopyrrolidin-3-yl)butan-2-yl)carbamate C1(CC1)NC(C([C@H](C[C@H]1C(NCC1)=O)NC(OC(C)(C)C)=O)O)=O